Tert-butyl 6-(8-(benzo[d]thiazol-2-ylcarbamoyl)-3,4-dihydroisoquinolin-2(1H)-yl)-3-(4,4,5,5-tetramethyl-1,3,2-dioxaborolan-2-yl)picolinate S1C(=NC2=C1C=CC=C2)NC(=O)C=2C=CC=C1CCN(CC21)C2=CC=C(C(=N2)C(=O)OC(C)(C)C)B2OC(C(O2)(C)C)(C)C